3-[3-(hydroxymethyl)-4-[1-methyl-5-[(5-methylisoxazol-3-yl)amino]-6-oxo-3-pyridyl]-2-pyridyl]-6,7,8,9-tetrahydrobenzothiopheno[2,3-d]pyridazin-4-one OCC=1C(=NC=CC1C1=CN(C(C(=C1)NC1=NOC(=C1)C)=O)C)N1N=CC2=C(C1=O)SC1=C2CCCC1